N-6-methyladenine CNC1=NC=NC2=C1NC=N2